O[C@@H]1CN(C[C@H]1COS(=O)(=O)C1=CC=C(C)C=C1)C(=O)OC(C)(C)C Tert-butyl (3S,4S)-3-hydroxy-4-((tosyloxy)methyl)pyrrolidine-1-carboxylate